tert-butyl 2-(1-((tert-butylsulfinyl)amino)-2,2,2-trifluoroethyl)-7,8-dihydro-4H-pyrazolo[1,5-a][1,4]diazepine-5(6H)-carboxylate C(C)(C)(C)S(=O)NC(C(F)(F)F)C1=NN2C(CN(CCC2)C(=O)OC(C)(C)C)=C1